1-(pyridine-2-yl)-9H-pyrido[3,4-b]indole-3-carboxylic acid N1=C(C=CC=C1)C1=NC(=CC2=C1NC1=CC=CC=C21)C(=O)O